1-{2-chloro-3-[(3-cyclopropyl-5-hydroxy-1-methyl-1H-pyrazol-4-yl)carbonyl]-6-(trifluoromethyl)phenyl}piperidin-2-on ClC1=C(C(=CC=C1C(=O)C=1C(=NN(C1O)C)C1CC1)C(F)(F)F)N1C(CCCC1)=O